FC(C(C(C(C(C(F)(F)F)(F)F)(F)F)(F)F)OC)(F)F 1,1,1,3,3,4,4,5,5,6,6,6-dodecafluoro-2-methoxyhexane